2-[(2S)-2-aminopropyl]-3-chloro-5-methyl-N-[(1,3-thiazol-2-yl)methyl]thieno[3,2-b]pyridin-7-amine N[C@H](CC1=C(C2=NC(=CC(=C2S1)NCC=1SC=CN1)C)Cl)C